4-(4-(4-chloronaphthalen-1-yl)phenyl)-2-phenyl-4,5-dihydropyrimidine ClC1=CC=C(C2=CC=CC=C12)C1=CC=C(C=C1)C1N=C(N=CC1)C1=CC=CC=C1